C(C)(=O)NC1=CC(=C(C=C1)Cl)C(F)(F)F N-acetyl-4-chloro-3-trifluoromethylaniline